isopentyl (3-ethyl-3-oxetanylmethyl) ether C(C)C1(COC1)COCCC(C)C